COC(C(C(C)=O)C1=C(C=C(C(=C1)F)F)F)=O (2,4,5-trifluorophenyl)-3-oxobutyric acid methyl ester